5-((dimethylamino)methylene)-2,2-dimethylcyclopentan-1-one CN(C)C=C1CCC(C1=O)(C)C